tert-butyl (1R,3r,5S)-3-hydroxy-8-azabicyclo[3.2.1]octane-8-carboxylate CC(C)(C)OC(=O)N1[C@@H]2CC[C@H]1CC(C2)O